2-bromo-lysergic acid BrC1=C2C[C@H]3N(C[C@H](C(O)=O)C=C3C=3C=CC=C(N1)C32)C